C(#N)N1C[C@@H](CC1)NC(=O)C1=NC=C2N1C=CC(=C2)C=2C=NN(C2)C (R)-N-(1-cyanopyrrolidin-3-yl)-7-(1-methyl-1H-pyrazol-4-yl)imidazo[1,5-a]pyridine-3-carboxamide